bis(octylthiomethyl)o-cresol C(CCCCCCC)SCC=1C(=C(C(=CC1)O)C)CSCCCCCCCC